FC(C1=NN=C(S1)C1=CN=C2N1C=C(C=C2N2[C@H]1[C@@H](OCC2)COC1)S(=O)(=O)NC1(CC1)C)F |o1:17,18| rel-3-(5-(difluoromethyl)-1,3,4-thiadiazol-2-yl)-8-((4aR,7aR)-hexahydro-4H-furo[3,4-b][1,4]oxazin-4-yl)-N-(1-methylcyclopropyl)imidazo[1,2-a]pyridine-6-sulfonamide